2-oxoethoxy-acetic acid O=CCOCC(=O)O